4-(5-cyclopropyl-1-(2-methoxyethyl)-1H-benzo[d]imidazol-2-ylamino)-N-hydroxybenzamide C1(CC1)C1=CC2=C(N(C(=N2)NC2=CC=C(C(=O)NO)C=C2)CCOC)C=C1